COC=1C=C(C=CC1C1=NOC(=N1)C1=CC2=C(N(N=N2)C(C)C)C=C1)NC(C)=O N-(3-methoxy-4-{5-[1-(propan-2-yl)-1H-1,2,3-benzotriazol-5-yl]-1,2,4-oxadiazol-3-yl}phenyl)acetamide